(S)-1-(5-cyanopyridin-3-yl)-3-(cyclopropyl(5-fluoro-3-methylbenzofuran-2-yl)methyl)urea C(#N)C=1C=C(C=NC1)NC(=O)N[C@H](C=1OC2=C(C1C)C=C(C=C2)F)C2CC2